BrCC=1N(C2=C(N1)SC(=C2)C(=O)OC)C[C@H]2OCCC2 (S)-methyl 2-(bromomethyl)-1-((tetrahydrofuran-2-yl) methyl)-1H-thieno[2,3-d]imidazole-5-carboxylate